FCCOC1=CC=C(N=N1)N 6-(2-fluoroethoxy)pyridazin-3-amine